4-(benzyloxy)-3-(pyrrolidin-3-yl-2,2,5,5-d4)-1H-indole C(C1=CC=CC=C1)OC1=C2C(=CNC2=CC=C1)C1C(NC(C1)([2H])[2H])([2H])[2H]